N1CC2(CC3=CC=CC=C13)CN(CC2)C#N 1',4'-dihydro-2'H-spiro[pyrrolidine-3,3'-quinoline]-1-carbonitrile